(R*)-8-(Cyanomethyl)-N-(2-(difluoromethyl)-3-fluoropyridin-4-yl)-11,11-difluoro-8-hydroxy-3,4,8,9,10,11-hexahydro-1H-pyrido[4',3':3,4]pyrazolo[1,5-a]azepine-2(7H)-carboxamide C(#N)C[C@@]1(CCC(C=2N(C1)N=C1C2CN(CC1)C(=O)NC1=C(C(=NC=C1)C(F)F)F)(F)F)O |o1:3|